COC1=C(CNC2=NC3=CC=CC(=C3C=C2)F)C=CC(=C1)OC 2-((2,4-dimethoxybenzyl)amino)-5-fluoroquinolin